C(#N)C=1SC=CN1 Cyanothiazole